1-bromoheptanol BrC(CCCCCC)O